ClC1=C(C=CC=C1C1=C(C(=NC=C1)C1=CC=2CCC[C@H](C2C=C1)NC[C@H]1NC(CC1)=O)Cl)C1=CC=C(C(=N1)OC)CN[C@@H](CCO)C(=O)O ((6-(2-Chloro-3-(3-chloro-2-((R)-5-((((S)-5-oxopyrrolidin-2-yl)methyl)amino)-5,6,7,8-tetrahydronaphthalen-2-yl)pyridin-4-yl)phenyl)-2-methoxypyridin-3-yl)methyl)-L-homoserine